FC(CN1C=NC=C1C(C)N1C[C@@H](N(C[C@H]1CC)C=1C=2C(N(C(C1)=O)C)=CN(N2)CC#N)CC)F 2-(7-((2S,5R)-4-(1-(1-(2,2-difluoroethyl)-1H-imidazol-5-yl)ethyl)-2,5-diethylpiperazin-1-yl)-4-methyl-5-oxo-4,5-dihydro-2H-pyrazolo[4,3-b]pyridin-2-yl)acetonitrile